The molecule is a hydroxy monocarboxylic acid anion resulting from the deprotonation of the carboxy group of (3R)-3-{[(3R)-3-{[(3R)-3-{[(3R)-3-{[(3R)-3-hydroxybutanoyl]oxy}butanoyl]oxy}butanoyl]oxy}butanoyl]oxy}butanoate. A pentamer of (3R)-hydroxybutanoic acid; major microspecies at pH 7.3. It derives from a (R)-3-hydroxybutyrate. It is a conjugate base of a (3R)-3-{[(3R)-3-{[(3R)-3-{[(3R)-3-{[(3R)-3-hydroxybutanoyl]oxy}butanoyl]oxy}butanoyl]oxy}butanoyl]oxy}butanoic acid. C[C@H](CC(=O)O[C@H](C)CC(=O)O[C@H](C)CC(=O)O[C@H](C)CC(=O)O[C@H](C)CC(=O)[O-])O